tert-butyl N-[(2R)-3-(2-bromo-4-fluoro-6-nitro-anilino)-2-hydroxy-propyl]carbamate BrC1=C(NC[C@H](CNC(OC(C)(C)C)=O)O)C(=CC(=C1)F)[N+](=O)[O-]